{4-[4-(3-Methoxy-5-phenylamino-pyridin-2-yl)-phenyl]-cyclohexyl}-acetic acid COC=1C(=NC=C(C1)NC1=CC=CC=C1)C1=CC=C(C=C1)C1CCC(CC1)CC(=O)O